C(C)(C)(C)OC(=O)C1CC(CCN1)C=1C(=NC=CC1)OCC=1C(=C(C(=O)O)C=CC1)OC (((6-(tert-butoxycarbonyl)piperidin-4-yl)pyridin-2-yloxy)methyl)-2-methoxybenzoic acid